tert-butyl 1-(4-hydroxycyclohexanecarbonyl)piperidine-4-carboxylate OC1CCC(CC1)C(=O)N1CCC(CC1)C(=O)OC(C)(C)C